Cl[Au]=C1N(CCN1C1=C(C=C(C=C1)F)F)C1=C(C=C(C=C1)F)F chloro-[1,3-bis(2,4-difluorophenyl)imidazoline-2-ylidene]gold